C(C)OC(\C=C/C#CC=C)OCC 7,7-diethoxy-(5Z)-1,5-heptadiene-3-yne